ON=NC1=CC(=CC=C1)C(=O)O 4-hydroxyazo-benzene-2-carboxylic acid